O1C(=NC2=C1C=CC=C2)C2=CC=C(C=C2)N(C2=CC=C(C=C2)C2=CC1=C(N=C(O1)C1=CC3=CC=CC=C3C=C1)C=C2)C2=CC=C(C=C2)C=2SC1=C(C2)C=CC=C1 N-(4-benzoxazol-2-yl-phenyl)-N-(4-benzothien-2-yl-phenyl)-N-{4-(2-naphthalen-2-yl-benzoxazol-6-yl)-phenyl}-amine